BrC=1C=C(C=CC1)C(C(=O)O)C 2-(3-bromophenyl)propionic acid